3-(4'-((S,E)-4-hydroxy-3-(2-((S)-1-hydroxyethyl)-1H-imidazol-1-yl)but-1-en-1-yl)-[1,1'-biphenyl]-4-yl)-N-(oxazol-4-ylmethyl)cyclobutane-1-carboxamide OC[C@H](/C=C/C1=CC=C(C=C1)C1=CC=C(C=C1)C1CC(C1)C(=O)NCC=1N=COC1)N1C(=NC=C1)[C@H](C)O